NC1=NC=2C=CC(=CC2C2=C1COC2)C(=O)N2C1COC(C2C2=NC=C(C=C2)C(F)(F)F)C1 (4-amino-1,3-dihydrofuro[3,4-c]quinolin-8-yl)(6-(5-(trifluoromethyl)pyridin-2-yl)-2-oxa-5-azabicyclo[2.2.1]heptan-5-yl)methanone